(3-fluoropropyl)pyrrolidin-3-amine hydrochloride Cl.FCCCN1CC(CC1)N